FC=1C(=CC(=NC1)OC)C1=CC(=NN1)C(=O)N1[C@H]2CC(C[C@@H]1CC2)C(=O)NC2CCC(CC2)(C(F)(F)F)O (1r,3s,5s)-8-(5-(5-fluoro-2-methoxypyridin-4-yl)-1H-pyrazole-3-carbonyl)-N-((1r,4r)-4-hydroxy-4-(trifluoromethyl)cyclohexyl)-8-azabicyclo[3.2.1]octane-3-carboxamide